CC1CC2=C(N=C(S2)N)CC1 6-methyl-4,5,6,7-tetrahydrobenzo[d]thiazol-2-amine